methyl ((1R,3R)-3-(9-(1-methyl-1H-indazol-5-yl)-8-(1-methyl-1H-pyrazol-4-yl)-2-oxo-2,3,4,7-tetrahydro-1H-pyrrolo[3',2':5,6]pyrido[4,3-d]pyrimidin-1-yl)cyclopentyl)carbamate CN1N=CC2=CC(=CC=C12)C1=C(NC2=C1C=1N(C(NCC1C=N2)=O)[C@H]2C[C@@H](CC2)NC(OC)=O)C=2C=NN(C2)C